4-methyl-5-[3-methyl-7-[[5-[rac-(3R,4R)-3-fluoro-4-hydroxypyrrolidine-1-carbonyl]pyridin-2-yl]amino]imidazo[4,5-b]pyridin-5-yl]oxypyridine-2-carbonitrile CC1=CC(=NC=C1OC1=CC(=C2C(=N1)N(C=N2)C)NC2=NC=C(C=C2)C(=O)N2C[C@H]([C@@H](C2)O)F)C#N |r|